C1(CC1)N1C(CCC1=O)C(=O)NC1=CC(=CC=2CCOC21)OC2=CC=C(C=C2)C(F)(F)F 1-Cyclopropyl-5-oxo-N-(5-(4-(trifluoromethyl)phenoxy)-2,3-dihydro-benzofuran-7-yl)pyrrolidine-2-carboxamide